C(#N)C1=CC(=C(OC=2N=NC(=C(C2C(=O)NC2=CC(=CC=C2)[S@@](=O)(=N)C)C)C(F)(F)F)C=C1)OC (R)-3-(4-cyano-2-methoxyphenoxy)-5-methyl-N-(3-(S-methylsulfonimidoyl)phenyl)-6-(trifluoromethyl)pyridazine-4-carboxamide